(1R,2S,3R,5S)-3-(4-amino-7H-pyrrolo[2,3-d]pyrimidin-7-yl)-5-(2-((S)-3-methyl-3,4-dihydro-1H-[1,2]oxazino[3,4-b]quinolin-8-yl)ethyl)cyclopentane-1,2-diol NC=1C2=C(N=CN1)N(C=C2)[C@H]2[C@@H]([C@@H]([C@H](C2)CCC2=CC=C1C=C3C(=NC1=C2)NO[C@H](C3)C)O)O